C(C)(C)(C)OC(=O)N1C2CN(CC1C2)C2=NC(=C(C=C2)[N+](=O)[O-])NC2=CC=NC=C2.BrCCO[Si](C)(C)C(C)(C)C (2-Bromoethoxy)(tert-butyl)dimethylsilane tert-butyl-3-[5-nitro-6-(4-pyridylamino)-2-pyridyl]-3,6-diazabicyclo[3.1.1]heptane-6-carboxylate